S(=O)(=O)(O)O.C(CCCCCC)OCCCCCCC heptyl ether sulfate